6-chloro-N-(3-(dimethylamino)propyl)-3-(3-fluoro-4,5-dimethoxybenzoyl)-4-oxo-4H-chromene-2-carboxamide ClC=1C=C2C(C(=C(OC2=CC1)C(=O)NCCCN(C)C)C(C1=CC(=C(C(=C1)OC)OC)F)=O)=O